6-chloro-2-(ethylsulfanyl)-N,N-bis(4-methoxybenzyl)-5-nitropyrimidin-4-amine ClC1=C(C(=NC(=N1)SCC)N(CC1=CC=C(C=C1)OC)CC1=CC=C(C=C1)OC)[N+](=O)[O-]